3-(Boc-aminomethyl)cyclobutylamine C(=O)(OC(C)(C)C)C(C1CC(C1)N)N